Hydroxyoctacosanyl Hydroxystearate CCCCCCCCCCCCCCCCCCCCCCCCCCC(COC(=O)CCCCCCCCCCC(CCCCCC)O)O